COC1=C(C=CC=C1)C=1C=CC(=NC1)N[C@@H]1C[C@H](CC1)NC1=NC=2C(=NC=CC2)N1S(=O)(=O)C1=CC=C(C)C=C1 (1S,3S)-N1-(5-(2-Methoxyphenyl)pyridin-2-yl)-N3-(3-tosyl-3H-imidazo[4,5-b]pyridin-2-yl)cyclopentane-1,3-diamine